ClC1=C(C=CC=C1)CC(=O)NC=1C=C(C(=O)O)C=C(C1)C=1C=NN(C1)C 3-(2-(2-Chlorophenyl)acetamido)-5-(1-methyl-1H-pyrazol-4-yl)benzoic acid